C1=CC(=CC=C1C(=O)ON2C(=O)C=CC2=O)NC(=O)CI N-succinimidyl-(4-iodoacetyl) aminobenzoate